γ-(2-hydroxylethyl)aminopropylmethyldimethoxysilane OCCNCCC[Si](OC)(OC)C